(E)-2-(1-oxo-3,4-dihydronaphthalen-2(1H)-ylidene)acetate O=C1\C(\CCC2=CC=CC=C12)=C\C(=O)[O-]